4-amino-3,5-dicyano-2-methylpyridine NC1=C(C(=NC=C1C#N)C)C#N